BrC1=C2CCN(C(C2=CC(=C1)C)=O)C 5-bromo-2,7-dimethyl-3,4-dihydroisoquinolin-1(2H)-one